(S)-6-(cyclopropanecarboxamido)-4-((6-(3-fluoropyrrolidin-1-yl)-[1,2,4]triazolo[1,5-a]pyridin-2-yl)amino)-N-methylpyridazine-3-carboxamide C1(CC1)C(=O)NC1=CC(=C(N=N1)C(=O)NC)NC1=NN2C(C=CC(=C2)N2C[C@H](CC2)F)=N1